calcium hexahydrophthalate salt C(C1C(C(=O)[O-])CCCC1)(=O)[O-].[Ca+2]